FC1(C(C2=CC(=C=C=C12)OC=1C=C(C#N)C=C(C1)C(F)(F)F)=O)F 3-(8,8-difluoro-7-oxobicyclo[4.2.0]oct-1,3,5-triene-2-enyloxy)-5-trifluoromethylbenzonitrile